C(C)C1=C(C(=NO1)C1=CC=CC=C1)CC diethyl-3-phenylisoxazole